NC=1N(N=CC1)C(=O)NC(C1=CC=C(C=C1C1=CC=C(C=C1)S(=O)(=O)C(C)C)CNC)=O 3-amino-6-(4-(isopropylsulfonyl)phenyl)-N-(4-((methylamino)methyl)benzoyl)pyrazole-2-carboxamide